(E)-3-(4-aminostyryl)-2,5,6-trimethyl-1H,7H-pyrazolo[1,2-a]pyrazole-1,7-dione NC1=CC=C(/C=C/C2=C(C(N3N2C(=C(C3=O)C)C)=O)C)C=C1